(2S,3S)-1-(tert-butoxycarbonyl)-2-methylpiperidine-3-carboxylic acid C(C)(C)(C)OC(=O)N1[C@H]([C@H](CCC1)C(=O)O)C